C(C1=CC=CC=C1)N1[C@@H](C[C@@H]1CO)C(C)(C)O |o1:8,10| 2-((2S,4R)-rel-1-benzyl-4-(hydroxymethyl)azetidin-2-yl)propan-2-ol